methyl 6-amino-4-(2-(((tert-butoxycarbonyl) amino) methyl)-5-fluoropyridin-3-yl)-7-(3-methoxy-2,6-dimethylphenyl)-2-methyl-7H-pyrrolo[2,3-d]pyrimidine-5-carboxylate NC1=C(C2=C(N=C(N=C2C=2C(=NC=C(C2)F)CNC(=O)OC(C)(C)C)C)N1C1=C(C(=CC=C1C)OC)C)C(=O)OC